C(C)(C)NC(N(C(C)C)C(C)C)=S triisopropylthioUrea